FC=1C=C2C(C(=CN3C2=C(C1OC)OCC3C)CN[C@@H]3CN(CCC3)C=3C=NC(=CC3)[N+](=O)[O-])=O 9-fluoro-10-methoxy-3-methyl-6-((((S)-1-(6-nitropyridin-3-yl)piperidin-3-yl)amino)methyl)-2,3-dihydro-7H-[1,4]oxazino[2,3,4-ii]quinolin-7-one